C(CCCCCCCCCCCCCCC(C)C)(=O)OCCOC(CCCCCCCCCCCCCCC(C)C)=O ethylene bis-isostearate